(1S,2S)-2-(((2-methyl-6-(3-methyl-4-(phenylsulfonamido)isoxazol-5-yl)pyridin-3-yl)oxy)methyl)cyclohexane-1-carboxylic acid CC1=NC(=CC=C1OC[C@@H]1[C@H](CCCC1)C(=O)O)C1=C(C(=NO1)C)NS(=O)(=O)C1=CC=CC=C1